dibutyl-tin (3-mercaptopropionate) SCCC(=O)[O-].C(CCC)[Sn+2]CCCC.SCCC(=O)[O-]